(Z)-1-(4-Chlorophenyl)-4-(p-tolyl)but-2-ene-1,4-dione ClC1=CC=C(C=C1)C(\C=C/C(=O)C1=CC=C(C=C1)C)=O